3-[2-benzenesulfonamido-2-(6-hydroxy-1,3-benzothiazol-2-yl)ethyl]-N'-hydroxybenzene-1-carboximidamide C1(=CC=CC=C1)S(=O)(=O)NC(CC=1C=C(C=CC1)C(N)=NO)C=1SC2=C(N1)C=CC(=C2)O